FC(C1=CC=C(C=C1)N1CNC(C2=CC=CC=C12)=O)(F)F 1-(4-(trifluoromethyl)phenyl)-2,3-dihydroquinazolin-4(1H)-one